C1(=CC=CC=C1)C1=CC=CC(=N1)C=1NC(=NN1)C1CN(CC1)C#N 3-(5-(6-phenylpyridin-2-yl)-4H-1,2,4-triazol-3-yl)pyrrolidine-1-carbonitrile